ClC=1C=NC(=C(C(=O)NC2CCC(CC2)CN2C(C(C3=C(C=CC=C23)OC)(O)C2=C(C(=CC=C2)F)F)=O)C1)C(F)F 5-chloro-2-(difluoromethyl)-N-((1r,4r)-4-((3-(2,3-difluorophenyl)-3-hydroxy-4-methoxy-2-oxoindolin-1-yl)methyl)cyclohexyl)nicotinamide